CN1CCN(CC1)C=1OC2=C(N1)C=C(C=C2)NC(=O)C=2C=CC1=C(N(CCO1)C)C2 4-methyl-3,4-dihydro-2H-benzo[1,4]oxazine-6-carboxylic acid [2-(4-methyl-piperazin-1-yl)-benzooxazol-5-yl]-amide